NC1=NC=C(C2=C1C(=NN2[C@@H]2CN(CC2)C(C=C)=O)C#CC2=C(C1=C(N(C=N1)C)C=C2F)F)C2CC2 (S)-1-(3-(4-amino-7-cyclopropyl-3-((4,6-difluoro-1-methyl-1H-benzo[d]imidazol-5-yl)ethynyl)-1H-pyrazolo[4,3-c]pyridin-1-yl)pyrrolidin-1-yl)prop-2-en-1-one